4-((((1s,4s)-4-hydroxy-4-(trifluoromethyl)cyclohexyl)methyl)amino)-3-nitrobenzenesulfonamide OC1(CCC(CC1)CNC1=C(C=C(C=C1)S(=O)(=O)N)[N+](=O)[O-])C(F)(F)F